2-bromo-4-(4-(t-butoxycarbonyl)piperazin-1-yl)benzoic acid BrC1=C(C(=O)O)C=CC(=C1)N1CCN(CC1)C(=O)OC(C)(C)C